IC=1C=C(C(=O)[O-])C=C(C1O)I 3,5-diiodo-4-hydroxybenzoate